C1(CC1)C1=NC=NC(=C1C1=NC=C2C(=N1)N(C1=C2C=NN1COCC[Si](C)(C)C)CC1=C(C=C(C=C1)OC)OC)OC 6-(4-cyclopropyl-6-methoxypyrimidin-5-yl)-8-(2,4-dimethoxybenzyl)-1-((2-(Trimethylsilyl)ethoxy)methyl)-1,8-dihydropyrazolo[4',3':4,5]pyrrolo[2,3-d]pyrimidine